lithium tris(trimethylsilyl)phosphite C[Si](C)(C)OP(O[Si](C)(C)C)O[Si](C)(C)C.[Li]